ClC=1C=C2C(N(C(=NC2=CC1)[C@H]1CN(CCC1)CC1COC1)C)=O (R)-6-chloro-3-methyl-2-(1-(oxetan-3-ylmethyl)piperidin-3-yl)quinazolin-4(3H)-one